C(C=C)(=O)OCCC1(C2=CC(=CC=C2C=2C=CC(=CC12)C1=CC2=CC=CC=C2C=C1)C1=CC2=CC=CC=C2C=C1)CCOC(C=C)=O 9,9-bis(2'-acryloyloxyethyl)-2,7-dinaphthalen-2-yl-9H-fluorene